N-(5-(5-amino-1H-pyrazol-1-yl)-1,3,4-thiadiazol-2-yl)-4-(2-(2-hydroxyethoxy)-6-methoxyphenyl)-3-(2-methoxyethoxy)-2-oxo-2H-pyran-6-carboxamide NC1=CC=NN1C1=NN=C(S1)NC(=O)C1=CC(=C(C(O1)=O)OCCOC)C1=C(C=CC=C1OC)OCCO